(1-(4-(2,6-bis(benzyloxy)pyridin-3-yl)-3-methylphenyl)piperidin-4-yl)methanol C(C1=CC=CC=C1)OC1=NC(=CC=C1C1=C(C=C(C=C1)N1CCC(CC1)CO)C)OCC1=CC=CC=C1